C(=O)[C@@H]1C[C@H](C1)NC(OC(C)(C)C)=O tert-butyl ((trans)-3-formylcyclobutyl)carbamate